C(C=C)(=O)NCCC 3-acrylamidopropane